ClC1=NC=C(C(=C1)C1=C(C=NC(=C1)C)C(=O)NC=1SC2=C(N1)CN(C2)C(=O)C2=NC=C(C(=N2)C)Cl)OC 2'-chloro-N-(5-(5-chloro-4-methyl-pyrimidine-2-carbonyl)-5,6-dihydro-4H-pyrrolo[3,4-d]thiazol-2-yl)-5'-methoxy-6-methyl-[4,4'-bipyridine]-3-carboxamide